6-Hydroxy-1H-indole-3-acetamide OC1=CC=C2C(=CNC2=C1)CC(=O)N